ClC(CO)CCCCCC\C=C/C\C=C/CCCCC (9Z,12Z)-2-chloro-octadec-9,12-dien-1-ol